4-(2-(6-(9H-carbazol-9-yl)quinolin-2-yl)vinyl)-1-methylpyridin-1-ium iodide [I-].C1=CC=CC=2C3=CC=CC=C3N(C12)C=1C=C2C=CC(=NC2=CC1)C=CC1=CC=[N+](C=C1)C